(S)-1-(2-(6-(2-ethyl-5-fluoro-4-hydroxyphenyl)-1H-indazol-3-yl)-3,4,6,7-tetrahydro-5H-imidazo[4,5-c]pyridin-5-yl)-2-(2-methylmorpholino)ethan-1-one L-tartrate C(=O)(O)[C@H](O)[C@@H](O)C(=O)O.C(C)C1=C(C=C(C(=C1)O)F)C1=CC=C2C(=NNC2=C1)C1=NC2=C(CN(CC2)C(CN2C[C@@H](OCC2)C)=O)N1